BrC1=CC(=C(C(=C1)C(F)(F)F)O)I 4-bromo-2-iodo-6-(trifluoromethyl)phenol